N-(4,4-difluoro-cyclohexyl)-2-(4-(pyridin-2-yl)thiazol-2-ylamino)isonicotinamide FC1(CCC(CC1)NC(C1=CC(=NC=C1)NC=1SC=C(N1)C1=NC=CC=C1)=O)F